CC1=CC2=C(N=C(N=C2NCCCC2=CC=CC=C2)C2=NOC=N2)S1 6-methyl-2-(1,2,4-oxadiazol-3-yl)-N-(3-phenylpropyl)thieno[2,3-d]pyrimidin-4-amine